(R)-7-Ethyl-3-(1-phenylethyl)-5,6,7,8-tetrahydropyrido[4',3':4,5]thieno[2,3-d]pyrimidin-4(3H)-one C(C)N1CC2=C(C3=C(N=CN(C3=O)[C@H](C)C3=CC=CC=C3)S2)CC1